5-amino-1,2,3-benzenetricarboxylic acid NC=1C=C(C(=C(C1)C(=O)O)C(=O)O)C(=O)O